N-ethyl-N'-tert-butyl-propionamidine C(C)NC(CC)=NC(C)(C)C